COC1=CC=C(CN2C3=C(C=C(CC2=O)C=2OC(=NN2)C)C=CC(=C3)C=3C=NN(C3)C)C=C1 1-(4-methoxybenzyl)-4-(5-methyl-1,3,4-oxadiazol-2-yl)-8-(1-methyl-1H-pyrazol-4-yl)-1,3-dihydro-2H-benzo[b]azepin-2-one